FC1=C(C=CC(=C1)C=1C=CC=2N(C1)C=CN2)S(=O)(=O)N2CCC(CC2)NC2=CC=C(C=C2)S(F)(F)(F)(F)F 1-(2-fluoro-4-{imidazo[1,2-a]pyridin-6-yl}benzenesulfonyl)-N-[4-(pentafluoro-λ6-sulfanyl)phenyl]piperidin-4-amine